tert-Butyl (4S)-4-[3-(6-bromo-2-pyridyl)-3-[(6-sulfamoyl-2-pyridyl)amino]propyl]-2,2-dimethyl-pyrrolidine-1-carboxylate BrC1=CC=CC(=N1)C(CC[C@H]1CC(N(C1)C(=O)OC(C)(C)C)(C)C)NC1=NC(=CC=C1)S(N)(=O)=O